N-(3-(8-((5R)-5-((dimethylamino)methyl)morpholin-3-yl)-3-(2,2,2-trifluoroethyl)imidazo[1,2-a]pyridin-2-yl)prop-2-yn-1-yl)-2-methoxy-4-(methylsulfonyl)aniline CN(C)C[C@@H]1COCC(N1)C=1C=2N(C=CC1)C(=C(N2)C#CCNC2=C(C=C(C=C2)S(=O)(=O)C)OC)CC(F)(F)F